CC1=C(C(=O)O)C(=CC(=C1C)O)C 2,3,6-trimethyl-4-hydroxybenzoic acid